2-(1-naphthyl)benzoAzole C1(=CC=CC2=CC=CC=C12)C=1NC2=C(C1)C=CC=C2